FC(C1=C(C=CC=C1)C1=CC=CC(N1)=O)(F)F 6-[2-(trifluoromethyl)phenyl]-1H-pyridin-2-one